ClCC(CC(CC(=O)O)O)O 6-chloro-3,5-dihydroxyhexanoic acid